ClC1=C(C=C(C=C1)C1CCN(CC1)C(=O)OC(C)(C)C)OC(F)(F)F tert-butyl 4-(4-chloro-3-(trifluoromethoxy)phenyl)piperidine-1-carboxylate